N-(2-(4-(ethylthio)phenyl)-1,3-dihydroxypropan-2-yl)-2-(trifluoromethyl)-1H-benzo[d]Imidazole-5-carboxamide C(C)SC1=CC=C(C=C1)C(CO)(CO)NC(=O)C1=CC2=C(NC(=N2)C(F)(F)F)C=C1